tert-butyl (S)-5-amino-4-(5-(aminomethyl)-4,6-difluoro-1-oxoisoindolin-2-yl)-5-oxopentanoate NC([C@H](CCC(=O)OC(C)(C)C)N1C(C2=CC(=C(C(=C2C1)F)CN)F)=O)=O